O[C@H]1[C@@H](CC1)CNC=1N=NC(=C2C1C=NC=C2)C2=C(C=C(C=C2)C(F)(F)F)O 2-(4-((((1S,2R)-2-hydroxycyclobutyl)methyl)amino)pyrido[3,4-d]pyridazin-1-yl)-5-(trifluoromethyl)phenol